N-(3-(6-amino-8-((6-(thiazol-2-yl)benzo[d][1,3]dioxol-5-yl)thio)-9H-purin-9-yl)propyl)-2-methylpropane-1-sulfonamide NC1=C2N=C(N(C2=NC=N1)CCCNS(=O)(=O)CC(C)C)SC1=CC2=C(OCO2)C=C1C=1SC=CN1